COC1=CC=C2C(=CC=NC2=N1)CN1CC(CC1)C(C(=O)O)(C)C 2-(1-((7-methoxy-1,8-naphthyridin-4-yl)methyl)pyrrolidin-3-yl)-2-methylpropanoic acid